C(N)(=O)C1CCC(CC1)NC(=O)C1=C(C=CC(=N1)C=1C(=NC=CC1)OCC)OC1CC2(CN(C2)C2=C(C=C(C=C2)F)C#N)C1 N-(4-carbamoylcyclohexyl)-5-{[2-(2-cyano-4-fluorophenyl)-2-azaspiro[3.3]heptan-6-yl]oxy}-2'-ethoxy-[2,3'-bipyridine]-6-carboxamide